C(C1=CC=CC=C1)OC(CCCCCCCCCCC(=O)O)=O.ClC1=NC=C(C(=N1)NC=1C=CC=C2CCN(C12)C(C)=O)Cl 1-(7-((2,5-dichloropyrimidin-4-yl)amino)indolin-1-yl)ethan-1-one Monobenzyl-1,12-dodecanediate